N-(4-phenyl-pyridin-2-yl)-3-(pyridin-2-yl)-1,2,4-oxadiazol-5-amine C1(=CC=CC=C1)C1=CC(=NC=C1)NC1=NC(=NO1)C1=NC=CC=C1